tert-butyl (3-((1-oxo-6-(phenylsulfinyl)phthalazin-2(1H)-yl)methyl)phenyl)carbamate O=C1N(N=CC2=CC(=CC=C12)S(=O)C1=CC=CC=C1)CC=1C=C(C=CC1)NC(OC(C)(C)C)=O